(2-(2,6-dioxopiperidin-3-yl)-3-oxoisoindolin-5-yl)methyl (7-fluoro-2,3-dihydrobenzofuran-5-yl)carbamate FC1=CC(=CC=2CCOC21)NC(OCC=2C=C1C(N(CC1=CC2)C2C(NC(CC2)=O)=O)=O)=O